4-(1-carbamimidoyl-1,2,3,6-tetrahydropyridin-4-yl)-N-[4-(1-carbamimidoyl-1,2,3,6-tetrahydropyridin-4-yl)-3,5-difluorophenyl]furan-2-carboxamide C(N)(=N)N1CCC(=CC1)C=1C=C(OC1)C(=O)NC1=CC(=C(C(=C1)F)C=1CCN(CC1)C(N)=N)F